C[C@@]1(N(C(OC1=O)C1=CC=CC=C1)C(=O)OCC1=CC=CC=C1)CC(=C)C benzyl (4R)-4-methyl-4-(2-methylallyl)-5-oxo-2-phenyloxazolidine-3-carboxylate